2-(4-cyclopropyl-2,6-dimethylphenyl)-6-ethoxy-5-methyl-2,5-dihydro-4H-pyrazolo[3,4-d]pyrimidin-4-one C1(CC1)C1=CC(=C(C(=C1)C)N1N=C2N=C(N(C(C2=C1)=O)C)OCC)C